3-(2,6-diazaspiro[3.3]heptan-2-ylmethyl)-1H-pyridin-2-one C1N(CC12CNC2)CC=2C(NC=CC2)=O